ClC1=CC=C(C=C1)CN1C([C@H](CSC2=C1C=C(C(=C2)F)F)NC(OC(C)(C)C)=O)=O tert-butyl N-[(3R)-5-[(4-chlorophenyl)methyl]-7,8-difluoro-4-oxo-2,3-dihydro-1,5-benzothiazepin-3-yl]carbamate